Cl.FC1=CC=C(C=C1)N1N=CC(=C1)C=1C=C(C=CC1)CN (3-(1-(4-fluorophenyl)-1H-pyrazol-4-yl)phenyl)methanamine, hydrochloride